C(C)OCC1=CC(=C(C(=C1)F)C#CC1=CC(=C(C=C1)C1=CC(=C(C(=C1)F)C#N)F)C(F)(F)F)F 4'-((4-(ethoxymethyl)-2,6-difluorophenyl)ethynyl)-3,5-difluoro-2'-(trifluoromethyl)-[1,1'-biphenyl]-4-carbonitrile